2-({7-amino-1-oxo-4-[3-(thiophen-2-yl)pyrazolo[1,5-a]pyridin-5-yl]-2,3-dihydro-1H-isoindol-2-yl}methyl)prop-2-enamide NC=1C=CC(=C2CN(C(C12)=O)CC(C(=O)N)=C)C1=CC=2N(C=C1)N=CC2C=2SC=CC2